(6Z,9Z,12Z,15Z)-20-methyloxacycloicosa-6,9,12,15-tetraen-2-one CC1CCC\C=C/C\C=C/C\C=C/C\C=C/CCCC(O1)=O